Cl.C(C)(C)C12CC(C1)(C2)NC(C)=O N-(3-isopropylbicyclo[1.1.1]pentan-1-yl)acetamide hydrochloride